OC1=C(CCCC1)C=O hydroxycyclohexenal